5-hydroxy-1-methyl-1H-pyrazole-4-carboxylic acid ethyl ester C(C)OC(=O)C=1C=NN(C1O)C